ClCCC(=C(C1=CC=C(C=C1)O)C1=CC=C(C=C1)N1CCN(CC1)CC=1C=C2CN(C(C2=C(C1)F)=O)C1C(NC(CC1)=O)=O)C1=CC=C(C=C1)O 3-(5-((4-(4-(4-chloro-1,2-bis(4-hydroxyphenyl)but-1-en-1-yl)phenyl)piperazin-1-yl)methyl)-7-fluoro-1-oxoisoindolin-2-yl)piperidine-2,6-dione